2-[4-(2-amino-5-chlorophenyl)-5-methoxy-2-oxopyridin-1(2H)-yl]-4-methoxybutyric acid tert-butyl ester C(C)(C)(C)OC(C(CCOC)N1C(C=C(C(=C1)OC)C1=C(C=CC(=C1)Cl)N)=O)=O